N1N=CC(=C1)C1=CC=C(C=C1)N1C(N(C2(C1)CCN(CC2)C(=O)C2CCC2)CC2=CC(=CC=C2)OC)=O 3-(4-(1H-pyrazol-4-yl)phenyl)-8-(cyclobutylcarbonyl)-1-(3-methoxybenzyl)-1,3,8-triazaspiro[4.5]decan-2-one